[Ir](Cl)Cl.FC(C1=CC=C(C=C1)C1=NC=CC=N1)(F)F.FC(C1=CC=C(C=C1)C1=NC=CC=N1)(F)F bis[2-(4-(trifluoromethyl)phenyl)pyrimidine] iridium dichloride